2-(3,5-dibromo-4-((6-oxo-5-(propan-2-yl-1,1,1,3,3,3-d6)-1,6-dihydropyridazin-3-yl)oxy)phenyl)-3,5-dioxo-2,3,4,5-tetrahydro-1,2,4-triazine-6-carbonitrile BrC=1C=C(C=C(C1OC1=NNC(C(=C1)C(C([2H])([2H])[2H])C([2H])([2H])[2H])=O)Br)N1N=C(C(NC1=O)=O)C#N